C1(=CC=CC=C1)[SH+]N=C(C#N)C1=CC=C(C=C1)C (phenylsulfonioimino)-4-methylphenylacetonitrile